β-L-glucofuranose O[C@@H]1[C@@H](O)[C@H](O)[C@@H](O1)[C@@H](O)CO